2-((4-((1-acetylazetidin-3-yl)oxy)phenyl)amino)quinazolin C(C)(=O)N1CC(C1)OC1=CC=C(C=C1)NC1=NC2=CC=CC=C2C=N1